OC1=CC=C(C2=COC3=CC(=C(C=C3C2=O)O)O)C=C1 4',6,7-trihydroxyisoflavone